N-(1-methylcyclobutyl)cyclohexan-1-amine CC1(CCC1)NC1CCCCC1